ethyl 2-formyl-5-methoxy-1-(4-sulfamoylbenzyl)-1H-indole-3-carboxylate C(=O)C=1N(C2=CC=C(C=C2C1C(=O)OCC)OC)CC1=CC=C(C=C1)S(N)(=O)=O